C1(=CC=CC=C1)N1C(C=CC(=C1)C)=O 1-phenyl-5-methyl-2(1H)pyridone